C(=O)(O)C=1C=C(C=CC1C(=O)O)C1(C2=CC=CC=C2C2=CC=C3C(=C12)C(=O)OC3=O)C3=CC(=C(C=C3)C(=O)O)C(=O)O 9,9-bis(3,4-dicarboxyphenyl)fluorenedioic anhydride